tert-butyl (1-(3,3-difluorocyclobutyl)-2-oxo-1,2-dihydropyridin-3-yl)carbamate FC1(CC(C1)N1C(C(=CC=C1)NC(OC(C)(C)C)=O)=O)F